N-((R)-2-(difluoromethoxy)-1-(3-(difluoromethoxy)phenyl)ethyl)-3-(1-ethylcyclopropyl)-3-hydroxypropionamide FC(OC[C@@H](C1=CC(=CC=C1)OC(F)F)NC(CC(O)C1(CC1)CC)=O)F